ClC=1C=CC(=NC1)OC1CC1 5-chloro-2-(cyclopropoxy)pyridine